3-[4-(4-Bromo-phenyl)-thiazol-2-ylmethyl]-5-methoxy-2-methyl-indol BrC1=CC=C(C=C1)C=1N=C(SC1)CC1=C(NC2=CC=C(C=C12)OC)C